BrC=1C=C2C(C(N(C2=CC1)CC=1N=CN(C1)C)=O)=O 5-bromo-1-((1-methyl-1H-imidazol-4-yl)methyl)indoline-2,3-dione